5-bromo-1-(4-fluorophenyl)-1H-benzo[d][1,2,3]triazole BrC1=CC2=C(N(N=N2)C2=CC=C(C=C2)F)C=C1